FC=1C=C2C(=CC=NC2=CC1)C1=CCC2(OCCO2)CC1 6-fluoro-4-(1,4-dioxaspiro[4.5]dec-7-en-8-yl)quinoline